5-[3-[(5-bromo-2-pyridyl)oxy]cyclobutoxy]-2,2-difluoro-pentan-1-ol BrC=1C=CC(=NC1)OC1CC(C1)OCCCC(CO)(F)F